4-benzyl-7-(trifluoromethyl)-9,9a-dihydro-4aH-indeno[2,1-b][1,4]oxazin-3-one C(C1=CC=CC=C1)N1C2C(OCC1=O)CC=1C=C(C=CC12)C(F)(F)F